CC=1C(=NC=CC1)C(\C=C\C1=CC=C(C=C1)[N+](=O)[O-])=O (E)-1-(3-Methylpyridin-2-yl)-3-(4-nitrophenyl)prop-2-en-1-one